CN(CCC(=O)O[C@H](C(=O)OCCCCCCCCCCCCCCCCCC)CC(=O)OCCCCCCCCCCCCCCCCCC)C Dioctadecyl (S)-2-((3-(dimethylamino)propanoyl)oxy)succinate